C(C)(C)C1=C(C=CC=C1)C1=NC=C(C(=N1)NCC1=CC=C(C=C1)C=1N(C=C(N1)C(F)(F)F)C)N1CCOCC1 2-(2-Isopropylphenyl)-N-(4-(1-methyl-4-(trifluoromethyl)-1H-imidazol-2-yl)benzyl)-5-morpholinopyrimidin-4-amine